6-amino-2-(3,5-dichloro-4-((4-oxo-3,4,6,7-tetrahydrospiro[cyclopenta[d]pyridazine-5,1'-cyclopropan]-1-yl)oxy)phenyl)-1,2,4-triazine-3,5(2H,4H)-dione NC=1C(NC(N(N1)C1=CC(=C(C(=C1)Cl)OC1=NNC(C2=C1CCC21CC1)=O)Cl)=O)=O